CC1=CC=CC(=N1)[C@@H]1[C@H](C1)C(=O)OCC |r| rac-ethyl (1S*,2S*)-2-(6-methylpyridin-2-yl)cyclopropane-1-carboxylate